OC1=C(C=CC=C1)/C(=C(/C=1C=C2C=NNC2=CC1)\C1=CC=C(C=C1)/C=C/C(=O)O)/CC (E)-3-(4-((E)-2-(2-hydroxyphenyl)-1-(1H-indazol-5-yl)but-1-en-1-yl)phenyl)acrylic acid